N,N-dimethylthiocarboxamide CN(C=S)C